4-(4-((5-phenylpyridin-3-yl)oxy)-7-(pyridin-3-yl)-6,7-dihydro-5H-pyrrolo[2,3-d]pyrimidin-2-yl)morpholine C1(=CC=CC=C1)C=1C=C(C=NC1)OC=1C2=C(N=C(N1)N1CCOCC1)N(CC2)C=2C=NC=CC2